C(C=C)CO[Si](OC)(C)C allyldimethyl-Dimethoxysilane